FC1=C(CC2=NC3=C(N2C[C@H]2OCC2)C=C(C=C3)C(=O)O)C=C(C(=C1)C1=NC(=CC=C1)OCC=1SC(=CN1)C#CC1=CN=CS1)F (S)-2-(2,5-difluoro-4-(6-((5-(thiazol-5-ylethynyl)thiazol-2-yl)methoxy)pyridin-2-yl)benzyl)-1-(oxetan-2-ylmethyl)-1H-benzo[d]imidazole-6-carboxylic acid